(5RS)-5-(4-methylbenzyl)-3-{2-(pyrrolidin-1-yl)-5-[3-(trifluoro-methyl)phenoxy]pyridin-4-yl}-5,6-dihydro-4H-1,2,4-oxadiazine CC1=CC=C(C[C@H]2NC(=NOC2)C2=CC(=NC=C2OC2=CC(=CC=C2)C(F)(F)F)N2CCCC2)C=C1 |r|